C=1(C(=CC=CC1)CCCCCCCCCCCCCCCCCCC(=O)N)CCCCCCCCCCCCCCCCCCC(=O)N xylylenebisstearamide